methyl 2-fluoro-6-[(2-isopropyl-4-methylpyridin-3-yl) oxy]-3-nitrobenzoate FC1=C(C(=O)OC)C(=CC=C1[N+](=O)[O-])OC=1C(=NC=CC1C)C(C)C